cis-N-[8-amino-6-(5-methyl-2-oxo-1H-pyridin-4-yl)-3-isoquinolyl]-2-fluoro-cyclopropanecarboxamide NC=1C=C(C=C2C=C(N=CC12)NC(=O)[C@H]1[C@H](C1)F)C1=CC(NC=C1C)=O